6-[(2,6-difluoro-4-pyridyl)amino]-N-isopentyl-[1,3]dioxolo[4,5-c]pyridine-4-carboxamide FC1=NC(=CC(=C1)NC1=CC2=C(C(=N1)C(=O)NCCC(C)C)OCO2)F